C(#N)C(C)(C)NC(=O)C1=CC2=C(C=N1)CN(C2)C2=NOC(C2)(C(F)(F)F)C2=CC(=C(C(=C2)Cl)F)Cl N-(2-cyanopropan-2-yl)-2-(5-(3,5-dichloro-4-fluorophenyl)-5-(trifluoromethyl)-4,5-dihydroisoxazol-3-yl)-2,3-dihydro-1H-pyrrolo[3,4-c]pyridine-6-carboxamide